1-methyl-5-(1-(trans-4-(4-(trifluoromethyl)benzyloxy)pyrrolidin-3-yl)-1H-1,2,3-triazol-4-yl)pyridin-2(1H)-one CN1C(C=CC(=C1)C=1N=NN(C1)[C@@H]1CNC[C@H]1OCC1=CC=C(C=C1)C(F)(F)F)=O